C1(CCCC1)NCC(C(=O)OCC)(C)C ethyl 3-(cyclopentylamino)-2,2-dimethylpropionate